(2S)-2-amino-2-(4,4-difluorocyclohexyl)-N-[3-fluoro-1-[2-methoxy-1-[3-(2,2,2-trifluoroethyl)triazol-4-yl]ethyl]pyrazol-4-yl]acetamide N[C@H](C(=O)NC=1C(=NN(C1)C(COC)C=1N(N=NC1)CC(F)(F)F)F)C1CCC(CC1)(F)F